F[C@H]1[C@]2(C1)CN1CCC3([C@]1(C2)CO)CC3 ((2''R,6'R,7a'R)-2''-Fluorodihydro-5'H-dispiro[cyclopropane-1,1-pyrrolizine-6',1''-cyclopropan]-7a'(7'H)-yl)methanol